3-(tert-Butyl)-4-(2-methyl-5-phenyloxazol-4-yl)-5-phenylisoxazole C(C)(C)(C)C1=NOC(=C1C=1N=C(OC1C1=CC=CC=C1)C)C1=CC=CC=C1